tert-butyl 4-[2-[5-(1,2,3,4-tetrahydro-1,7-naphthyridin-6-yl)-2-pyridyl]ethyl]piperidine-1-carboxylate N1CCCC2=CC(=NC=C12)C=1C=CC(=NC1)CCC1CCN(CC1)C(=O)OC(C)(C)C